(R)-4-(2,3-bis(palmitoyloxy)propoxy)-4-oxobutanoic acid C(CCCCCCCCCCCCCCC)(=O)O[C@@H](COC(CCC(=O)O)=O)COC(CCCCCCCCCCCCCCC)=O